5-{[1-(4-chlorophenyl)-1H-pyrazol-3-yl]oxy}-2-(methoximino)-N,3-dimethylpent-3-enamide ClC1=CC=C(C=C1)N1N=C(C=C1)OCC=C(C(C(=O)NC)=NOC)C